FC1(CCC(CC1)N1N=C(C=C1)I)F 1-(4,4-difluorocyclohexyl)-3-iodo-pyrazole